CC=1CC[C@H]([C@H](C1)C=1C(=CC(=CC1O)CCC1=CC=CC=C1)O)C(=C)C (1'S,2'R)-5'-methyl-4-phenethyl-2'-(prop-1-en-2-yl)-1',2',3',4'-tetrahydro-[1,1'-biphenyl]-2,6-diol